O=C1NC(CCC1NC=1C=C(C(=O)N2CC(C2)CN2CCCCC2)C=CC1)=O 1-((1-(3-((2,6-dioxopiperidin-3-yl)amino)benzoyl)azetidin-3-yl)methyl)piperidin